C1(=CC=CC=C1)C#CC=1C(=CC2=C(OCO2)C1)C=O 6-(2-phenylethynyl)-1,3-benzodioxole-5-carbaldehyde